tert-butyl (3R,9aS)-3-(2-methoxy-6-(trifluoromethyl)pyridin-3-yl)hexahydropyrazino[2,1-c][1,4]oxazine-8(1H)-carboxylate COC1=NC(=CC=C1[C@@H]1CN2[C@H](CO1)CN(CC2)C(=O)OC(C)(C)C)C(F)(F)F